methyl-5-chloro-1-methylene-2,3-dihydro-1H-indene CC1C(C2=CC=C(C=C2C1)Cl)=C